1-Butyl-4-Methylpiperidinium methansulfonat CS(=O)(=O)[O-].C(CCC)[NH+]1CCC(CC1)C